C([O-])([O-])=O.[Sr+2] strontium carbonate salt